C(#N)C=1C(=NC(=C(C1C1=CC=C(S1)C(=O)NCC1=CC(=C(C=C1)F)F)C=1OC(=NN1)C)OCC1=CC=C(C=C1)F)CC(C)C 5-(3-cyano-6-((4-fluorobenzyl)oxy)-2-isobutyl-5-(5-methyl-1,3,4-oxadiazol-2-yl)pyridin-4-yl)-N-(3,4-difluorobenzyl)thiophene-2-carboxamide